(2S,4S)-1-[2-[4-[(8-ethoxy-5-quinolinyl)amino]-1-piperidinyl]acetyl]-4-fluoro-pyrrolidine-2-carbonitrile C(C)OC=1C=CC(=C2C=CC=NC12)NC1CCN(CC1)CC(=O)N1[C@@H](C[C@@H](C1)F)C#N